rac-(1S*,2S*)-N-(6-((2R,4S)-2-(6-cyclopropylimidazo[1,2-a]pyridin-2-yl)-4-hydroxypyrrolidin-1-yl)pyrimidin-4-yl)-2-(4-methylpyrimidin-2-yl)cyclopropane-1-carboxamide C1(CC1)C=1C=CC=2N(C1)C=C(N2)[C@@H]2N(C[C@H](C2)O)C2=CC(=NC=N2)NC(=O)[C@@H]2[C@H](C2)C2=NC=CC(=N2)C |&1:27,28|